2,6-bis[bis(4-fluorophenyl)methyl]-4-hydroxyethylaniline FC1=CC=C(C=C1)C(C1=C(N)C(=CC(=C1)CCO)C(C1=CC=C(C=C1)F)C1=CC=C(C=C1)F)C1=CC=C(C=C1)F